6-hydroperoxy-1,3,7-octatriene O(O)C(CC=CC=C)C=C